2-chlorobenzo[d]isothiazole-3(2H)one 1,1-dioxide ClN1S(C2=C(C1=O)C=CC=C2)(=O)=O